1,2-bis(dicyclohexyl-phosphanyl)-ethane C1(CCCCC1)P(CCP(C1CCCCC1)C1CCCCC1)C1CCCCC1